(2S,4R)-N-[(4-carbamimidoylthiophen-2-yl)methyl]-4-hydroxy-1-{2-[(4-phenoxyphenyl)formamido]acetyl}pyrrolidine-2-carboxamide C(N)(=N)C=1C=C(SC1)CNC(=O)[C@H]1N(C[C@@H](C1)O)C(CNC(=O)C1=CC=C(C=C1)OC1=CC=CC=C1)=O